COC1=C(C=CC(=C1)OC)CN(C)C1=NC(=NC2=C(N(N=C12)COCC[Si](C)(C)C)C=1C=NN(C1)C)Cl [(2,4-dimethoxyphenyl)methyl]-N-methyl[5-chloro-3-(1-methyl-4-pyrazolyl)-2-{[2-(trimethylsilyl)ethoxy]methyl}-2H-1,2,4,6-tetraazainden-7-yl]amine